NC=1C2=C(N=CN1)N(C(=C2C2=CC=CC=1OCOC12)C#CC1[C@H]2CN(C[C@@H]12)C(\C=C\CN(C)C)=O)CC (E)-1-((1S,5R,6s)-6-((4-amino-5-(benzo[d][1,3]dioxol-4-yl)-7-ethyl-7H-pyrrolo[2,3-d]pyrimidin-6-yl)ethynyl)-3-aza-bicyclo[3.1.0]hexan-3-yl)-4-(dimethylamino)but-2-en-1-one